N-{(1S)-1-cyano-2-[(3S)-2-oxopyrrolidin-3-yl]Ethyl}-N2-[(3,3-Difluorocyclobutyl)acetyl]-4-methyl-L-leucinamide 27-methylnonacosyl-eicos-13-enoate CC(CCCCCCCCCCCCCCCCCCCCCCCCCCC(C(=O)O)CCCCCCCCCCC=CCCCCCC)CC.C(#N)[C@H](C[C@H]1C(NCC1)=O)NC([C@@H](NC(CC1CC(C1)(F)F)=O)CC(C)(C)C)=O